C(C=C)(=O)OCCC(CCC)OC1=CC=C(C=C1)C(C1=CC=CC=C1)=O 3-(4-benzoylphenoxy)hexyl acrylate